COC=1C(=CC2=CN(N=C2C1)C1CCC(CC1)CN1CCN(CC1)C(=O)OC(C)(C)C)NC(=O)C1=NC(=CC=C1)C(F)(F)F Tert-butyl 4-[[4-[6-methoxy-5-[[6-(trifluoromethyl)pyridine-2-carbonyl]amino]indazol-2-yl] cyclohexyl]methyl]piperazine-1-carboxylate